C1=CC=CC=2C3=CC=CC=C3C(C12)COC(=O)N[C@@H]([C@H](O)C)C(=O)O 9-fluorenylmethoxycarbonyl-L-threonine